ClC1=CC2=C(C(=NN(C2=O)CC(=O)NC2=NC=C(C=N2)F)C(C)C)S1 2-(2-Chloro-7-isopropyl-4-oxothieno[2,3-d]pyridazin-5(4H)-yl)-N-(5-fluoropyrimidin-2-yl)acetamide